5-(4-chlorophenyl)-1-(2,4-dichlorophenyl)-4-methyl-N-(3-((2-sulfamoylethyl)carbamoyl)phenyl)-1H-pyrazole-3-Carboxamide ClC1=CC=C(C=C1)C1=C(C(=NN1C1=C(C=C(C=C1)Cl)Cl)C(=O)NC1=CC(=CC=C1)C(NCCS(N)(=O)=O)=O)C